N-(3-ethyl-1-(6-(furan-3-yl)-4-(3-methoxycyclobutoxy)pyridin-2-yl)-1H-pyrazolo[4,3-c]pyridin-6-yl)acetamide C(C)C1=NN(C2=C1C=NC(=C2)NC(C)=O)C2=NC(=CC(=C2)OC2CC(C2)OC)C2=COC=C2